2,3-diamino-6-chloropyridine NC1=NC(=CC=C1N)Cl